C(OC1=CC=C(C=C1)C(C)(C)C1=C(C(=C(C=C1)OC([O-])=O)CC)CC)([O-])=O diethyl(propane-2,2-diylbis(4,1-phenylene)) bis(carbonate)